FC1=C(C=CC=C1)C1=CC(=CN1S(=O)(=O)C=1C=NC=CC1)C=O 5-(2-fluorophenyl)-1-[(pyridine-3-yl)sulfonyl]-1H-pyrrole-3-formaldehyde